Ethyl (R)-2-(4-(2-(5-((4,6-difluoro-1H-indol-5-yl)oxy)-2-fluorophenyl)-1H-imidazol-4-yl)-4-methylchroman-8-yl)acetate FC1=C2C=CNC2=CC(=C1OC=1C=CC(=C(C1)C=1NC=C(N1)[C@@]1(CCOC2=C(C=CC=C12)CC(=O)OCC)C)F)F